2-(3-hydroxypropyl)isoindole-1,3-dione OCCCN1C(C2=CC=CC=C2C1=O)=O